3,5,11,11-tetramethyl-8,9,10,11-tetrahydrofuro[3,2-f][1,2,4]triazolo[4,3-a]quinoxaline CC1=NN=C2N1C=1C(=CC3=C(C1NC2(C)C)CCO3)C